methacryl-choline phosphate P(=O)([O-])([O-])[O-].C(=O)(C(=C)C)OCC[N+](C)(C)C.C(=O)(C(=C)C)OCC[N+](C)(C)C.C(=O)(C(=C)C)OCC[N+](C)(C)C